Furan-2-ylmethyl N2,N6-bis(methoxycarbonyl)lysinate COC(=O)N[C@@H](CCCCNC(=O)OC)C(=O)OCC=1OC=CC1